C(C=C)(=O)OCCCOC1=CC=C(C(=O)OC2=CC=C(C=C2)OCCCOC(C=C)=O)C=C1 [4-(3-prop-2-enoyloxypropoxy)phenyl] 4-(3-prop-2-enoyloxypropoxy)benzoate